tris(2-isobutyl-3-methyl-pentyl)aluminum C(C(C)C)C(C[Al](CC(C(CC)C)CC(C)C)CC(C(CC)C)CC(C)C)C(CC)C